4,6-DIFLUORO-N-(4-(1-(3-HYDROXY-3-METHYL-BUTANOYL)PIPERIDIN-4-YL)PHENYL)ISOINDOLINE-2-CARBOXAMIDE FC1=C2CN(CC2=CC(=C1)F)C(=O)NC1=CC=C(C=C1)C1CCN(CC1)C(CC(C)(C)O)=O